NC=1SC=2N=CN=C(C2N1)OCC(=O)N(C)C 2-({2-amino-[1,3]thiazolo[5,4-d]pyrimidin-7-yl}oxy)-N,N-dimethylacetamide